methyl 2-(3-(4-(tert-butoxycarbonyl)piperazin-1-yl)bicyclo[1.1.1]pentan-1-yl)-5-(2,2,2-trifluoroacetamido)-2H-indazole-6-carboxylate C(C)(C)(C)OC(=O)N1CCN(CC1)C12CC(C1)(C2)N2N=C1C=C(C(=CC1=C2)NC(C(F)(F)F)=O)C(=O)OC